C[Sn](O)(C)C trimethylhydroxytin